(2-bromo-4-chlorophenyl)-2-chloroacetamide BrC1=C(C=CC(=C1)Cl)C(C(=O)N)Cl